8-(4-tert-butylphenyl)-3,4-dihydro-4-phenyl-6-oxo-2H,6H-pyrimido[2,1-b][1,3]thiazine-7-carbonitrile C(C)(C)(C)C1=CC=C(C=C1)C=1N=C2SCCC(N2C(C1C#N)=O)C1=CC=CC=C1